3-((5-(5-(difluoromethyl)-1,3,4-oxadiazol-2-yl)pyridin-2-yl)methyl)-5-fluoro-1-(piperidin-4-yl)-1,3-dihydro-2H-benzo[d]imidazol-2-one FC(C1=NN=C(O1)C=1C=CC(=NC1)CN1C(N(C2=C1C=C(C=C2)F)C2CCNCC2)=O)F